di((Z)-non-2-en-1-yl)8,8'-((4-((tert-butoxycarbonyl)amino)butyl)azanediyl)bis(7-((tert-butyldimethylsilyl)oxy)octanoate) C(\C=C/CCCCCC)OC(CCCCCC(CN(CC(CCCCCC(=O)OC\C=C/CCCCCC)O[Si](C)(C)C(C)(C)C)CCCCNC(=O)OC(C)(C)C)O[Si](C)(C)C(C)(C)C)=O